N-[4-(4-aminophenyl)-1,3-thiazol-2-yl]-5-chloropyridin-2-amine NC1=CC=C(C=C1)C=1N=C(SC1)NC1=NC=C(C=C1)Cl